2-bromo-1-(4-methylbenzyl)pyridinium BrC1=[N+](C=CC=C1)CC1=CC=C(C=C1)C